5-(imidazo[1,2-b]pyridazin-6-yl)-N4-methyl-7H-pyrrolo[2,3-d]pyrimidine-2,4-diamine N=1C=CN2N=C(C=CC21)C2=CNC=1N=C(N=C(C12)NC)N